[5-(cyclohexylmethyl)-7-propan-2-ylpyrazolo[1,5-a]pyrimidin-2-yl]-(2,2-dimethylPiperazin-1-yl)methanone C1(CCCCC1)CC1=NC=2N(C(=C1)C(C)C)N=C(C2)C(=O)N2C(CNCC2)(C)C